C(C1=CC=CC=C1)N1C2=NC=NC(=C2N=C1C=1C(=CC(=NC1)OCCCN(C)C)C)OC1(CC1)C 3-((5-(9-benzyl-6-(1-methylcyclopropoxy)-9H-purin-8-yl)-4-methylpyridin-2-yl)oxy)-N,N-dimethylpropan-1-amine